C(C1=CC=CC=C1)OC1=C(C=C(CCN2C[C@H]3[C@@H](C2)CC(C3)OC3=C(C=CC=C3)F)C=C1F)F (3aS,5S,6aR)-2-(4-(benzyloxy)-3,5-difluorophenethyl)-5-(2-fluorophenoxy)hexahydrocyclopenta[c]pyrrole